(S)-5,7-dihydrospiro[cyclopenta[c]pyridin-6,4'-piperidin]-7-amine N1CCC2(CC1)CC1=C(C=NC=C1)[C@H]2N